nonadecyl 5-chlorovalerate ClCCCCC(=O)OCCCCCCCCCCCCCCCCCCC